N-((S)-1-cyano-2-(4-(3-methyl-2-oxo-2,3-dihydrobenzo[d]oxazol-5-yl)phenyl)ethyl)-6-oxa-2-azaspiro[3.4]octane-8-carboxamide C(#N)[C@H](CC1=CC=C(C=C1)C=1C=CC2=C(N(C(O2)=O)C)C1)NC(=O)C1COCC12CNC2